3-(5-{[(5-Chlorothiophen-2-yl)methyl]amino}-1-(4-methyloxan-4-carbonyl)-1H-pyrazol-3-yl)-3-methylpyrrolidin-2-on ClC1=CC=C(S1)CNC1=CC(=NN1C(=O)C1(CCOCC1)C)C1(C(NCC1)=O)C